O=C1NC(CCC1N1C(C2=CC=C(C=C2C1)C#CCCCCN1CCC(CC1)C1=CC=C(C(=O)N2CCC(CC2)CCCCNC(\C=C\C=2C=NC=CC2)=O)C=C1)=O)=O (E)-N-(4-(1-(4-(1-(6-(2-(2,6-dioxopiperidin-3-yl)-1-oxoisoindolin-5-yl)hex-5-yn-1-yl)piperidin-4-yl)benzoyl)piperidin-4-yl)butyl)-3-(pyridin-3-yl)acrylamide